1-(8-oxo-7,8-dihydro-2,7-naphthyridin-4-yl)-5-(trifluoromethyl)-1H-pyrazole-4-carboxylic acid ethyl ester C(C)OC(=O)C=1C=NN(C1C(F)(F)F)C1=CN=CC=2C(NC=CC12)=O